C(C)OC(CCCCCCCCCCCCCC=CCCCCCCCC)=O 15-tetracosenoic acid ethyl ester